4-(hydroxymethyl)cyclohexanecarboxaldehyde OCC1CCC(CC1)C=O